C(CCC)OC(=O)NS(=O)(=O)C1=CC=C(C=C1)C(F)(F)F.[Li] lithium butoxycarbonyl-4-(trifluoromethyl)phenylsulfonamide